tert-butyl (1-(7-((3,4-difluorobenzyl)oxy)-9-oxo-3,4,11,11a-tetrahydro 1H-pyrazino[1',2':3,4]imidazo[1,2-c]pyrimidin-2(9H)-yl)-2-methyl-1-oxopropan-2-yl)carbamate FC=1C=C(COC=2C=C3N(C(N2)=O)CC2N3CCN(C2)C(C(C)(C)NC(OC(C)(C)C)=O)=O)C=CC1F